iron-magnesium-silver [Ag].[Mg].[Fe]